6-allyl-7-phenylethynyl-1-p-cyanobenzenesulfonyl-2,3,4,5-tetrahydro-1H-azepine C(C=C)C=1CCCCN(C1C#CC1=CC=CC=C1)S(=O)(=O)C1=CC=C(C=C1)C#N